CC1=CC=CC2=C1N=C(S2)CO (4-methylbenzo[d]thiazol-2-yl)methanol